CC1=C(OC=2N=NC(=CC2C(=O)NC2=CC(=CC=C2)S(=O)(=O)C)C(F)(F)F)C=CC(=C1)OCC(F)(F)F 3-(2-methyl-4-(2,2,2-trifluoroethoxy)phenoxy)-N-(3-(methylsulfonyl)phenyl)-6-(trifluoromethyl)pyridazine-4-carboxamide